5-hydroxy-2-(3-hydroxy-4-methoxyphenyl)-4H-1-benzopyran-4-one OC1=CC=CC2=C1C(C=C(O2)C2=CC(=C(C=C2)OC)O)=O